methyl (S)-3-(8-bromo-6-(2-chlorophenyl)-1-(methylthio)-4H-benzo[f][1,2,4]triazolo[4,3-a][1,4]diazepin-4-yl)propionate BrC=1C=CC2=C(C(=N[C@H](C=3N2C(=NN3)SC)CCC(=O)OC)C3=C(C=CC=C3)Cl)C1